(4-(7-(((R)-1-(2,4-dichlorophenyl)ethyl)amino)-2-methyl-2H-pyrazolo[4,3-d]pyrimidin-5-yl)piperazin-1-yl)((S)-tetrahydrofuran-3-yl)methanone ClC1=C(C=CC(=C1)Cl)[C@@H](C)NC=1C=2C(N=C(N1)N1CCN(CC1)C(=O)[C@@H]1COCC1)=CN(N2)C